CN(C)CC1=CC=C(C=C1)C=1C=CC(=NC1)NC(=O)C1C(C1)C1=NC=CC=C1 N-(5-(4-((dimethylamino)methyl)phenyl)pyridin-2-yl)-2-(pyridin-2-yl)cyclopropane-1-carboxamide